NC1=NC=2CCC(C(C2C=C1)=O)C1N2C(C3=CC=CC=C13)=CN=C2 2-amino-6-(5H-imidazo[5,1-a]isoindol-5-yl)-7,8-dihydroquinolin-5(6H)-one